COC=1C=C2C(=CNC2=CC1)CC(=O)N1CCOCC1 2-(5-methoxy-1H-indol-3-yl)-1-morpholinoethanone